ClC1=NC=CC2=C1C(=CN2[C@H]2C[C@@H](N(C2)C(=O)OC(C)(C)C)COC)I (2R,4S)-tert-butyl 4-(4-chloro-3-iodo-1H-pyrrolo[3,2-c]pyridin-1-yl)-2-(methoxymethyl)pyrrolidine-1-carboxylate